2-({4-[3-(2,4-dimethylphenoxy)benzoyl]piperazin-1-yl}methyl)-1-{[(2S)-oxetan-2-yl]methyl}-1H-1,3-benzodiazole-6-carboxylic acid CC1=C(OC=2C=C(C(=O)N3CCN(CC3)CC3=NC4=C(N3C[C@H]3OCC3)C=C(C=C4)C(=O)O)C=CC2)C=CC(=C1)C